CCCCC/C=C\\C/C=C\\C/C=C\\CC1C(O1)CCCC(=O)SCCNC(=O)CCNC(=O)[C@@H](C(C)(C)COP(=O)(O)OP(=O)(O)OC[C@@H]2[C@H]([C@H]([C@@H](O2)N3C=NC4=C(N=CN=C43)N)O)OP(=O)(O)O)O The molecule is an unsaturated fatty acyl-CoA that results from the formal condensation of the thiol group of coenzyme A with the carboxy group of 5,6-epoxy-(8Z,11Z,14Z)-icosatrienoic acid. It is a long-chain fatty acyl-CoA and an unsaturated fatty acyl-CoA. It derives from a 5,6-EET. It is a conjugate acid of a 5,6-epoxy-(8Z,11Z,14Z)-icosatrienoyl-CoA(4-).